24-Hydroxy-hexacosanoic acid OC(CCCCCCCCCCCCCCCCCCCCCCC(=O)O)CC